ClC1=C(C=CC(=C1)N1C[C@@](CCC1)(CCC1=CC(=CC=C1)C(F)(F)F)N(C)C)S(=O)(=O)N(C1=NC=NC=C1)CC1=C(C=C(C=C1)OC)OC (S)-2-chloro-N-(2,4-dimethoxybenzyl)-4-(3-(dimethylamino)-3-(3-(trifluoromethyl)phenethyl)piperidin-1-yl)-N-(pyrimidin-4-yl)benzene-sulfonamide